N-(6-Fluoro-2-((3R,5R)-3-fluoro-5-((5-(trifluoromethyl)pyrimidin-2-yl)amino)piperidin-1-yl)-1-methyl-1H-benzo[d]imidazol-5-yl)acrylamide FC=1C(=CC2=C(N(C(=N2)N2C[C@@H](C[C@H](C2)NC2=NC=C(C=N2)C(F)(F)F)F)C)C1)NC(C=C)=O